FC1=C(C=C(C(=C1)NC1=NNC(=C1)C1=CC=C(C=C1)O)C)NS(=O)(=O)C N-(2-fluoro-4-((5-(4-hydroxyphenyl)-1H-pyrazol-3-yl)amino)-5-methylphenyl)methansulfonamid